methyl (2R)-2-amino-2-(4-bromophenyl)acetate hydrochloride Cl.N[C@@H](C(=O)OC)C1=CC=C(C=C1)Br